4-({2-[4-(hydroxymethyl)phenyl]-1-(2,2,2-trifluoroethyl)-1H-indol-4-yl}amino)-1λ6-thiane-1,1-dione OCC1=CC=C(C=C1)C=1N(C2=CC=CC(=C2C1)NC1CCS(CC1)(=O)=O)CC(F)(F)F